3-phosphaneylbut-2-en-1-ol PC(=CCO)C